O=C1N2C(NN=C1C(=O)OCC)=CC(=N2)C2CCOCC2 ethyl 4-oxo-7-(tetrahydro-2H-pyran-4-yl)-1,4-dihydropyrazolo[5,1-c][1,2,4]triazine-3-carboxylate